N-(4-Fluoro-3-methylphenyl)-7-methyl-2-(5-methylisoxazol-3-carbonyl)-2,3,3a,4,10,10a-hexahydro-1H,7H-dipyrrolo[3,4-b:3',4'-f][1,4,5]oxathiazocin-8-carboxamid-5,5-dioxid FC1=C(C=C(C=C1)NC(=O)C=1N(C=C2C1OCC1C(NS2(=O)=O)CN(C1)C(=O)C1=NOC(=C1)C)C)C